2'-methyl-6'-(4-(trifluoromethyl)cyclohexyl)-[1,1'-biphenyl]-2-carbaldehyde CC1=C(C(=CC=C1)C1CCC(CC1)C(F)(F)F)C=1C(=CC=CC1)C=O